COC(=O)C=1C(=NC(=C(C1N)F)Cl)OC 4-amino-6-chloro-5-fluoro-2-methoxypyridine-3-carboxylic acid methyl ester